C(#N)C1CN(C1)S(=O)(=O)N1C[C@H](CCC1)C(=O)N1[C@H](CCC1)C(=O)NC1COC2=C1C(=CC(=C2)F)F (2R)-1-((S)-1-((3-cyanoazetidin-1-yl)sulfonyl)piperidine-3-carbonyl)-N-(4,6-difluoro-2,3-dihydrobenzofuran-3-yl)pyrrolidine-2-carboxamide